1-(4-(decanoyloxy)butyl)-1H-imidazol-1-ium C(CCCCCCCCC)(=O)OCCCC[NH+]1C=NC=C1